O1N=C(N=C1)C=1C=C(C=CC1)NC(C(C(C)=O)=NO)=O N-(3-(1,2,4-oxadiazol-3-yl)phenyl)-2-(hydroxyimino)-3-oxobutanamide